C(C)(C)(C)OC(=O)N1CCN(CC1)CC1=CC=2C(C3=CC=C(C=C3N(C2C=C1)C(=O)OC(C)(C)C)C(C)(C)O)(C)C tert-butyl 2-((4-(tert-butoxycarbonyl)piperazin-1-yl)methyl)-6-(2-hydroxypropan-2-yl)-9,9-dimethylacridine-10(9H)-carboxylate